C(C1=CC=CC=C1)OC1=CC(=C(C(=O)O)C=C1C1OCCO1)C=C 4-(benzyloxy)-5-(1,3-dioxolan-2-yl)-2-ethenylbenzoic acid